Hexane-2,3-dicarboxylic acid 3-benzyl ester 2-(t-butyl) ester C(C)(C)(C)OC(=O)C(C)C(CCC)C(=O)OCC1=CC=CC=C1